PROPDIEN C=C=C